3-(1-ethoxyvinyl)-2-(trifluoromethyl)benzonitrile C(C)OC(=C)C=1C(=C(C#N)C=CC1)C(F)(F)F